Ethyl 3-fluoro-2-(1-isopropyl-1H-pyrazol-4-yl)-5-nitrobenzoate FC=1C(=C(C(=O)OCC)C=C(C1)[N+](=O)[O-])C=1C=NN(C1)C(C)C